(4-(2-chloropyrimidin-4-yl)-2-methylbenzyl)-3-isopropoxyazetidine-1-carboxamide ClC1=NC=CC(=N1)C1=CC(=C(CC2N(CC2OC(C)C)C(=O)N)C=C1)C